C(C)N1C=CC(C2=CC(=C(C=C12)N1CCNCC1)F)=O 1-ethyl-6-Fluoro-7-piperazin-1-yl-quinolin-4(1H)-one